(methylphenyl)(dimethylfluorenyl)(diphenylfluorenyl)amine CC1=C(C=CC=C1)N(C1=C(C(=CC=2C3=CC=CC=C3CC12)C1=CC=CC=C1)C1=CC=CC=C1)C1=C(C(=CC=2C3=CC=CC=C3CC12)C)C